FC1=C(C(=C2C=CNC2=C1F)C(NC)=O)OC=1C=CC(=C(C1)C=1NC=C(N1)C1(CCOC2=C(C=CC=C12)CCC(=O)OCC)C)F ethyl 3-[4-[2-[5-[[6,7-difluoro-4-(methylcarbamoyl)-1H-indol-5-yl]oxy]-2-fluoro-phenyl]-1H-imidazol-4-yl]-4-methyl-chroman-8-yl]propanoate